3-(4,4,5,5-Tetramethyl-1,3,2-dioxaborol-2-yl)pyridin-2-amine CC1(OB(OC1(C)C)C=1C(=NC=CC1)N)C